ClC1=[Ge](C=CC=C1)Cl dichlorogermain